ClC1=NC=C(C(=O)Cl)C(=C1)C(F)(F)F 6-chloro-4-(trifluoromethyl)nicotinic chloride